Tert-butyl(3-((1-(4-methoxy-3-(1-methyl-1H-pyrazol-4-yl)naphthalen-1-yl)ethyl)carbamoyl)-4-methylbenzyl)carbamate C(C)(C)(C)OC(NCC1=CC(=C(C=C1)C)C(NC(C)C1=CC(=C(C2=CC=CC=C12)OC)C=1C=NN(C1)C)=O)=O